(4-((4-(3-((2-((1S)-1-((tetrahydro-2H-pyran-2-yl)oxy)ethyl)-1H-imidazol-1-yl)methyl)isoxazole-5-yl)phenyl)ethynyl)phenyl)methanol O1C(CCCC1)O[C@@H](C)C=1N(C=CN1)CC1=NOC(=C1)C1=CC=C(C=C1)C#CC1=CC=C(C=C1)CO